FC(CCC=O)(C)F 4,4-difluorovaleraldehyde